C(CCCCCCCCCCCCCCC(C)C)(=O)[O-].C(CCCCCCCCCCCCCCC(C)C)(=O)[O-].C(CCCCCCCCCCCCCCC(C)C)(=O)[O-].[Ti+3] titanium triisostearate